ClCC1=CC=C(C=C1)N1C(=NC2=C1C=CC=C2)C=2C(=NC=CC2)N 3-(1-(4-(Chloromethyl)phenyl)-1H-benzo[d]imidazol-2-yl)pyridin-2-amine